BrC1=CC=C(C=C1)NC(N)=O N'-(4-bromophenyl)urea